2-(3-{1-carboxy-5-[(6-[18F]fluoro-pyridine-3-carbonyl)amino]-pentyl}ureido)-glutaric acid C(=O)(O)C(CCCCNC(=O)C=1C=NC(=CC1)[18F])NC(NC(C(=O)O)CCC(=O)O)=O